4-phenyl-benzonitrile C1(=CC=CC=C1)C1=CC=C(C#N)C=C1